C(C)[C@]1(OCC=2C=NC(=CC21)C(=O)NC2C(N(C=1N(CC2)N=C(C1)C1CCOCC1)C)=O)C (1R)-1-ethyl-1-methyl-N-(4-methyl-5-oxo-2-(tetrahydro-2H-pyran-4-yl)-5,6,7,8-tetrahydro-4H-pyrazolo[1,5-a][1,3]diazepin-6-yl)-1,3-dihydrofuro[3,4-c]pyridine-6-carboxamide